NC1=NC(=C(C(=N1)CCC(=O)O)CCC1=CC=C(C=C1)OC)NCCCC 3-(2-amino-6-(butylamino)-5-(4-methoxyphenylethyl)pyrimidin-4-yl)propionic acid